(S)-2-amino-3-(7-methoxy-1H-pyrrolo[2,3-c]pyridin-3-yl)propanoic acid N[C@H](C(=O)O)CC1=CNC2=C(N=CC=C21)OC